4-(2-{(S)-(4,4-Difluorocyclohexyl)[(4-methyl-1,2,5-oxadiazole-3-carbonyl)amino]-methyl}-4-fluoro-1H-benzimidazol-5-yl)tetrahydropyran-4-carboxylic acid, trifluoroacetic acid salt FC(C(=O)O)(F)F.FC1(CCC(CC1)[C@@H](C1=NC2=C(N1)C=CC(=C2F)C2(CCOCC2)C(=O)O)NC(=O)C2=NON=C2C)F